F[C@H]1[C@@H](CN(CC1)C=1C=C2C(=NC=NC2=CC1OC)C=1C(=NN(C1)C)C1=CC=CC=C1)O |r| trans-rac-4-fluoro-1-(7-methoxy-4-(1-methyl-3-phenyl-1H-pyrazol-4-yl)quinazolin-6-yl)piperidin-3-ol